BrC1=CC(=C(C(=N1)C)F)NC(OC(C)(C)C)=O tert-butyl N-(6-bromo-3-fluoro-2-methyl-4-pyridyl)carbamate